C(C)OCCOCCOC=1C=C(C=C(C1)OCCOCCOCC)CC(C(=O)O)N1CCN(CCN(CCN(CC1)CC(=O)[O-])CC(=O)[O-])CC(=O)[O-].[Gd+3] Gadolinium 2,2',2''-{10-[2-{3,5-bis[2-(2-ethoxyethoxy)ethoxy]phenyl}-1-carboxyethyl]-1,4,7,10-tetraazacyclododecan-1,4,7-triyl}triacetat